methyl 1-(3-cyano-4,6-bis(trifluoromethyl)pyridin-2-yl)-3-(trifluoromethyl)-1H-pyrazole-5-carboxylate C(#N)C=1C(=NC(=CC1C(F)(F)F)C(F)(F)F)N1N=C(C=C1C(=O)OC)C(F)(F)F